(2S,3R,4R,5S)-N-(3-carbamoylphenyl)-3-[2-(difluoromethoxy)-3,4-difluoro-phenyl]-4,5-dimethyl-5-(trifluoromethyl)tetrahydrofuran-2-carboxamide C(N)(=O)C=1C=C(C=CC1)NC(=O)[C@H]1O[C@@]([C@@H]([C@@H]1C1=C(C(=C(C=C1)F)F)OC(F)F)C)(C(F)(F)F)C